2-(2-chloro-5-nitrophenyl)-4-methyloxazole ClC1=C(C=C(C=C1)[N+](=O)[O-])C=1OC=C(N1)C